1-(4-bromo-1,3-dioxolan-5-yl)propan-2-amine BrC1OCOC1CC(C)N